C(C)(C)(C)C=1C=C(C=C(C1O)C(C)(C)C)C(C(=O)OCCCCCCCCCCCCCCCCCC)C octadecyl 3,5-di-tert-butyl-4-hydroxyphenylpropionate